(2-((2-(chlorocarbonyl)-1H-indol-5-yl)oxy)ethyl)carbamic acid tert-butyl ester C(C)(C)(C)OC(NCCOC=1C=C2C=C(NC2=CC1)C(=O)Cl)=O